C(C)(C)(C)N1N=CC(=C1)NC(CC1=CC(=C(C=C1)O)C)=O N-(1-(tert-butyl)-1H-pyrazol-4-yl)-2-(4-hydroxy-3-methylphenyl)acetamide